2-(2-hydroxyethyl)-6-(piperazin-1-yl)benzo[de]isoquinoline-1,3-dione OCCN1C(C2=CC=CC=3C2=C(C1=O)C=CC3N3CCNCC3)=O